propanediyl diacrylate C(C=C)(=O)OCCCOC(C=C)=O